CN(N(OCC)C)OCC dimethyldiethoxyhydrazine